FC1=C(C(=C2C=CNC2=C1)C=1SC=CN1)OC=1C=C(C=CC1)C=1NC(=CN1)C(C=1C=C(C=CC1)CCC(=O)OC)O Methyl 3-(3-((2-(3-((6-fluoro-4-(thiazol-2-yl)-1H-indol-5-yl)oxy)phenyl)-1H-imidazol-5-yl)(hydroxy)methyl)phenyl)propanoate